C(C)(C)(C)C=1C=C(C(=O)NCCCCCCNC(C2=CC(=C(C(=C2)C(C)(C)C)O)C(C)(C)C)=O)C=C(C1O)C(C)(C)C bis-(3,5-di-t-butyl-4-hydroxybenzoyl)hexamethylenediamine